NC1=NC=NC=2N3CCCCC3=C(C12)C=1C=C(C=CC1)NC(C1=CC=CC=C1)=O N-[3-(1-amino-5,6,7,8-tetrahydro-2,4,4B-triazafluoren-9-yl)-phenyl]benzamide